ClC1=C(C=C(C=C1)S)S 4-chloro-1,3-Benzenedithiol